1,2-dichloro-4-nitrobenzene ClC1=C(C=C(C=C1)[N+](=O)[O-])Cl